N-{4-[3-aminopiperidin-1-yl]-7-hydroxy-6,7-dihydro-5H-cyclopenta[b]pyridin-3-yl}-6-(2,6-difluoro-3-methoxyphenyl)-5-fluoropyridine-2-carboxamide NC1CN(CCC1)C1=C2C(=NC=C1NC(=O)C1=NC(=C(C=C1)F)C1=C(C(=CC=C1F)OC)F)C(CC2)O